FC(C1=NOC(=C1)C(=O)N1C2CC2CC1C(=O)N)(F)F 2-(3-(trifluoromethyl)isoxazole-5-carbonyl)-2-azabicyclo[3.1.0]hexane-3-carboxamide